OC=1C=C(C=2OC3=CC(=C(C(=C3C(C2)=O)O)[2H])O)C=CC1O 3',4',5,7-tetrahydroxyflavone-6-d